2-{4-[(propan-2-yl)oxy]phenyl}[1,2,4]triazolo[1,5-c]quinazolin CC(C)OC1=CC=C(C=C1)C1=NN2C=NC=3C=CC=CC3C2=N1